BrC1=CC2=C(N(C(CO2)=O)C)C(=C1)C 7-bromo-4,5-dimethyl-2H-1,4-benzoxazin-3-one